CC1CC(=C(O1)C(=O)[O-])OS(=O)(=O)C(F)(F)F 5-methyl-3-(((trifluoromethyl) sulfonyl) oxy)-4,5-dihydrofuran-2-carboxylate